6-[(2R,4S)-2-(1-cyclopropyl-1H-pyrazol-4-yl)tetrahydro-2H-pyran-4-yl]-2,3-dimethylpyrido[3,4-b]pyrazin-5(6H)-one C1(CC1)N1N=CC(=C1)[C@@H]1OCC[C@@H](C1)N1C(C2=NC(=C(N=C2C=C1)C)C)=O